2-(2-Fluorophenyl)-N-(methylcarbamoyl)-2-(4-(trifluoromethyl)pyridin-2-yl)acetamide FC1=C(C=CC=C1)C(C(=O)NC(NC)=O)C1=NC=CC(=C1)C(F)(F)F